N1-(2-Dimethylaminoethyl)-5-methoxy-N1-methyl-N4-[4-(1-methylindol-3-yl)pyrimidin-2-yl]benzene-1,2,4-triamine CN(CCN(C=1C(=CC(=C(C1)OC)NC1=NC=CC(=N1)C1=CN(C2=CC=CC=C12)C)N)C)C